ethyl 2-(3-cyano-1,2-dimethyl-1H-indol-5-yl)acetate C(#N)C1=C(N(C2=CC=C(C=C12)CC(=O)OCC)C)C